NC=1NC(C=2N=CN(C2N1)[C@@H]1O[C@@H]([C@H]([C@H]1O)OC)CO)=O 2-Amino-9-((2R,3R,4S,5R)-3-hydroxy-5-(hydroxymethyl)-4-methoxytetrahydrofuran-2-yl)-1,9-dihydro-6H-purin-6-one